CN(C(C(C)(C)NC1=CC(=C(C(=O)NC)C=C1)F)=O)C 4-[[2-(dimethylamino)-1,1-dimethyl-2-oxo-ethyl]amino]-2-fluoro-N-methyl-benzamide